ClC=1C=C(C(=NC1)OCC=1C=C(OC2CCN(CC2)CC2=NC3=C(N2C[C@H]2OCC2)C=C(C=C3)C(=O)O)C=CC1)F 2-{[4-(3-{[(5-chloro-3-fluoropyridin-2-yl)oxy]methyl}phenoxy)piperidin-1-yl]methyl}-1-{[(2S)-oxetan-2-yl]methyl}-1H-1,3-benzodiazole-6-carboxylic acid